FS(C=1C=CC(=NC1)N[C@@H]1CC[C@H](CC1)S(=O)(=O)C1=CC=C(C=C1)C=1C=C(C=2N(C1)C(=NN2)C(C)C)C)(F)(F)(F)F 5-(pentafluoro-λ6-sulfanyl)-N-[trans-4-{4-[8-methyl-3-(propan-2-yl)-[1,2,4]triazolo[4,3-a]pyridin-6-yl]benzenesulfonyl}cyclohexyl]pyridin-2-amine